6-methyl-4-(p-tolyl)-5,6-dihydro-2H-pyran-2-one CC1CC(=CC(O1)=O)C1=CC=C(C=C1)C